(3S)-3-({N-[(4-methoxy-1H-indol-2-yl) carbonyl]-L-leucyl}amino)-2-oxo-4-[(3S)-2-oxopyrrolidin-3-yl]butyl 2-(methoxymethyl)-6-methylbenzoate COCC1=C(C(=O)OCC([C@H](C[C@H]2C(NCC2)=O)NC([C@@H](NC(=O)C=2NC3=CC=CC(=C3C2)OC)CC(C)C)=O)=O)C(=CC=C1)C